1-(3,4-dichlorophenyl)-4-ethoxycarbonyl-5-aminotriazole ClC=1C=C(C=CC1Cl)N1N=NC(=C1N)C(=O)OCC